phosphinideneaminophosphine tert-butyl-4-((2R)-2'-(methylsulfinyl)-3,4,5',8'-tetrahydro-1H,6'H-spiro[naphthalene-2,7'-quinazolin]-4'-yl)piperazine-1-carboxylate C(C)(C)(C)OC(=O)N1CCN(CC1)C1=NC(=NC=2C[C@]3(CCC12)CC1=CC=CC=C1CC3)S(=O)C.P=NP